ClC1=C(C=NN1C)N1C=C(C=CC1=O)C(=O)NC1=CC=C(C=C1)OC(F)(F)Cl 1-(5-Chloro-1-methyl-1H-pyrazol-4-yl)-N-[4-(chlorodifluoro-methoxy)phenyl]-6-oxo-1,6-dihydropyridine-3-carboxamide